1-[4-(1,1-difluoroethyl)pyridin-2-yl]-N-[6-methoxy-1-(2H3)methylpyrazolo[4,3-c]pyridin-7-yl]pyrazole-4-sulfonamide FC(C)(F)C1=CC(=NC=C1)N1N=CC(=C1)S(=O)(=O)NC=1C2=C(C=NC1OC)C=NN2C([2H])([2H])[2H]